3-(5-((8-((4'-fluoro-5,5-dimethyl-3,4,5,6-tetrahydro-[1,1'-biphenyl]-2-yl)methyl)-3,8-diazabicyclo[3.2.1]octane-3-yl)methyl)-1-oxoisoindolin-2-yl)piperidine-2,6-dione FC1=CC=C(C=C1)C1=C(CCC(C1)(C)C)CN1C2CN(CC1CC2)CC=2C=C1CN(C(C1=CC2)=O)C2C(NC(CC2)=O)=O